Cl.CN1N=C(C=2C1=NC=CC2)C2=C(C=CC=C2)[C@H](CC2=NC=CC=C2)N (S)-1-[2-(1-Methyl-1H-pyrazolo[3,4-b]pyridine-3-yl)phenyl]-2-(pyridin-2-yl)ethan-1-amine hydrochloride